C(C1=CC=CC=C1)NC1=C2C(=NC(=C1)N1C(=CC=3C(=CC=CC13)C#N)C)N(C=C2)COCC[Si](C)(C)C 1-[4-(benzylamino)-1-(2-trimethylsilylethoxymethyl)pyrrolo[2,3-b]pyridin-6-yl]-2-methyl-indole-4-carbonitrile